O[C@H](C)[C@H]1N(CCN(C1)C(=O)OC(C)(C)C)C(=O)OC(C)(C)C di-tert-butyl (S)-2-((R)-1-hydroxyethyl)piperazine-1,4-dicarboxylate